tert-butyl (2R,5S)-4-(8-(cyanomethyl)-3-ethyl-9-methyl-2-oxo-3,9-dihydro-2H-purin-6-yl)-2-ethyl-5-methylpiperazine-1-carboxylate C(#N)CC=1N(C=2N(C(N=C(C2N1)N1C[C@H](N(C[C@@H]1C)C(=O)OC(C)(C)C)CC)=O)CC)C